5-Fluoro-N,N-diisopropyl-2-(3-((R)-1-(((1r,4R)-4-(methylsulfonamido)cyclohexyl)-methyl)pyrrolidine-3-carbonyl)-1H-pyrrolo[2,3-c]pyridin-1-yl)benzamide FC=1C=CC(=C(C(=O)N(C(C)C)C(C)C)C1)N1C=C(C=2C1=CN=CC2)C(=O)[C@H]2CN(CC2)CC2CCC(CC2)NS(=O)(=O)C